ClC1=C(C=CC=C1)C=C(C#N)C#N o-chlorophenylmethylenemalononitrile